C1(=CC=CC=C1)[C@@H](C)N1C=NC(=C1)C(=O)OCC ethyl 3-[(1R)-1-phenylethyl]imidazole-5-carboxylate